C(OC(C(CCCCCCCC)CCCCCC)CCCCCCBr)([O-])=O 6-bromohexyl(2-hexyldecyl) carbonate